C(C)=O 1-ETHANONE